CC1=C(OC2=C(C=C(C=C2C1=O)C)[C@@H](C)NC=1C=NC(=CC1)C)C1=CC=CC=C1 3,6-Dimethyl-8-[(1R)-1-[(6-methyl-3-pyridyl)amino]ethyl]-2-phenyl-chromen-4-one